C=1N=CN2C1C=C(C=C2)C2=C(C=C1CCCC1=C2N=C=O)C#N 6-{imidazo[1,5-a]pyridin-7-yl}-7-isocyanato-2,3-dihydro-1H-indene-5-carbonitrile